5-(1-(1,3-difluoropropan-2-yl)-1H-benzo[d][1,2,3]triazol-6-yl)-6-fluoro-N-((3R,4S)-3-fluoro-1-(oxetan-3-yl)piperidin-4-yl)-4-methoxypyrrolo[2,1-f][1,2,4]triazin-2-amine FCC(CF)N1N=NC2=C1C=C(C=C2)C=2C(=CN1N=C(N=C(C12)OC)N[C@@H]1[C@@H](CN(CC1)C1COC1)F)F